O1CCN(CC1)CCOC1=CC=C(C=C1)C1=NC=CC2=C1N=C(N=C2)NC2=CC=C(C=C2)N2CCOCC2 8-(4-(2-Morpholinoethoxy)phenyl)-N-(4-Morpholinophenyl)pyrido[3,4-d]pyrimidin-2-amine